3-(5-((2-((Tetrahydro-2H-pyran-4-yl)methyl)-2,9-diazaspiro[5.5]undecan-9-yl)sulfonyl)pyridin-2-yl)oxazolidin-2-one O1CCC(CC1)CN1CC2(CCC1)CCN(CC2)S(=O)(=O)C=2C=CC(=NC2)N2C(OCC2)=O